(1S,2R)-1-(4,8-bis-methylamino-6-propylaminopyrimido[5,4-d]-pyrimidin-2-ylamino)-indan-2-ol hydrochloride Cl.CNC=1C2=C(N=C(N1)N[C@@H]1[C@@H](CC3=CC=CC=C13)O)C(=NC(=N2)NCCC)NC